BrC1=CC=C(C=C1)CN1C(=NC=C1)CC 1-[(4-bromophenyl)-methyl]-2-ethyl-imidazole